N-(2-(((S)-1-((2S,4R)-4-hydroxy-2-(((S)-1-(4-(4-methylthiazol-5-yl)phenyl)ethyl)carbamoyl)pyrrolidin-1-yl)-3,3-dimethyl-1-oxobutan-2-yl)amino)-2-oxoethyl)-N-methylglycine O[C@@H]1C[C@H](N(C1)C([C@H](C(C)(C)C)NC(CN(CC(=O)O)C)=O)=O)C(N[C@@H](C)C1=CC=C(C=C1)C1=C(N=CS1)C)=O